NC1=C(C2=C(N=CN=C2C2=CC=CC=C2)N1C1=C(C(=CC=C1C)OC)C)C#N 6-amino-7-(3-methoxy-2,6-dimethylphenyl)-4-phenyl-7H-pyrrolo[2,3-d]pyrimidine-5-carbonitrile